N-(methoxycarbonyl)-L-valyl-N-{2-[4-(2-{(2S)-1-[N-(methoxycarbonyl)-L-valyl]pyrrolidin-2-yl}-1H-imidazol-5-yl)phenyl]-1H-indol-5-yl}-L-prolinamide COC(=O)N[C@@H](C(C)C)C(=O)N1[C@@H](CCC1)C(=O)NC=1C=C2C=C(NC2=CC1)C1=CC=C(C=C1)C1=CN=C(N1)[C@H]1N(CCC1)C([C@@H](NC(=O)OC)C(C)C)=O